C(C)(=O)N1[C@@H](CCC1)CN1N=CC=2C1=NC(=NC2)NC2=C(C=C1CCN(CC1=C2)C(=O)OC(C)(C)C)OC tert-butyl (S)-7-((1-((1-acetylpyrrolidin-2-yl)methyl)-1H-pyrazolo[3,4-d]pyrimidin-6-yl)amino)-6-methoxy-3,4-dihydroisoquinoline-2(1H)-carboxylate